ClC1=CC=C2C(=N1)C(CC21CCOCC1)=O 2-chloro-2',3',5',6'-tetrahydrospiro[cyclopenta[b]pyridine-5,4'-pyran]-7(6H)-one